S(C1=C(C=CC(=C1)C(C)(C)CC(C)(C)C)[O-])C1=C(C=CC(=C1)C(C)(C)CC(C)(C)C)[O-] 2,2'-thio-bis(4-tert-octyl-phenolate)